CN1CCN(CC1)C1=NN(C=C1)C1=CC=C(C=C1)CN (4-(3-(4-methylpiperazin-1-yl)-1H-pyrazol-1-yl)phenyl)methylamine